C(CCCCC)C(C(=O)OCC(CO)N1CCC2(CC1)CCN(CC2)CCCCO[Si](C)(C)C(C)(C)C)CCCCCCCC 2-(9-(4-((tert-butyldimethylsilyl)oxy)butyl)-3,9-diazaspiro[5.5]undecan-3-yl)-3-hydroxypropyl 2-hexyldecanoate